o-hydroxy-α-methyl-styrene Racemic-perfluorophenyl-1-(4-bromo-2-methoxyphenyl)-2-oxo-1,2-dihydroquinoline-6-sulfonate FC1=C(C(N(C2=C(C(=C(C(=C12)F)S(=O)(=O)O)F)F)C1=C(C(=C(C(=C1F)F)Br)F)OC(F)(F)F)=O)C1=C(C(=C(C(=C1F)F)F)F)F.OC1=C(C(=C)C)C=CC=C1